[N+](=O)([O-])C=1C(=C2C(=NC1)C=CS2)N2C[C@H](CCC2)NC(OC(C)(C)C)=O tert-butyl [(3S)-1-(6-nitrothieno[3,2-b]pyridin-7-yl)piperidin-3-yl]carbamate